N-(4-(1-((2,6-dichloropyridin-3-yl)methyl)-3-isopropylureido)-2-fluorophenyl)-1-(4-fluorophenyl)methanesulfonamide ClC1=NC(=CC=C1CN(C(=O)NC(C)C)C1=CC(=C(C=C1)NS(=O)(=O)CC1=CC=C(C=C1)F)F)Cl